FC(C(=O)O)(F)F.C(C)OC=1C(=NC=CC1)OC=1C=C(C=NC1)C1=NC=C(C=N1)C(=O)N[C@H]1CNC[C@@H](C1)F 2-{5-[(3-ethoxypyridin-2-yl)oxy]pyridin-3-yl}-N-[(3R,5R)-5-fluoropiperidin-3-yl]pyrimidine-5-carboxamide, trifluoroacetate salt